1-acetyl-2-((4-(4-(oxetan-3-yl)piperazine-1-carbonyl)-quinolin-2-yl)-methylene)indolin-3-one C(C)(=O)N1C(C(C2=CC=CC=C12)=O)=CC1=NC2=CC=CC=C2C(=C1)C(=O)N1CCN(CC1)C1COC1